FC1=CC(=C(C=C1)C=1C=CC=C2C=NC(=NC12)NC=1C=CC(=C(C1)NC(=O)C1=CC=C(C(=O)OCC)C=C1)C)OC(C)C ethyl 4-[[5-[[8-(4-fluoro-2-isopropoxy-phenyl)quinazolin-2-yl]amino]-2-methyl-phenyl]carbamoyl]benzoate